2-amino-7-methoxy-3H-phenoxazin-3-one NC1=CC2=NC3=CC=C(C=C3OC2=CC1=O)OC